2,3-dimethyl-5-(2-methyl-4-pyridinyl)benzimidazol-6-amine CC=1N(C2=C(N1)C=C(C(=C2)C2=CC(=NC=C2)C)N)C